ClC1=CC=C2N=C3C=C(C(=CC3=C(C2=C1)N(C(CCCNCC)C)CC)OC)N=NC1=CC=CC2=CC=CC=C12 N4-(7-chloro-2-methoxy-3-(naphthalen-1-yldiazenyl)acridin-9-yl)-N,N'-diethylpentane-1,4-diamine